N,N'-di-sec-butyl-p-phenylene-diamine C(C)(CC)NC1=CC=C(C=C1)NC(C)CC